O=C1NC(CCC1N1C(C2=CC=C(C=C2C1)CNC(=O)NC1=CC=C(C=C1)O[C@H]1C[C@@H](CC1)CO)=O)=O ((2-(2,6-Dioxopiperidin-3-yl)-1-oxoisoindolin-5-yl)methyl)-3-(4-(((1R,3R)-3-(hydroxymethyl)cyclopentyl)oxy)phenyl)urea